chloro-2'-fluoroacetophenone ClCC(=O)C1=C(C=CC=C1)F